3-methyl-N5-((1s,2s)-2-methylcyclopropyl)-2-oxo-1-(pyridin-2-ylmethyl)-1,2-dihydropyridine-3,5-dicarboxamide CC1(C(N(C=C(C1)C(=O)N[C@@H]1[C@H](C1)C)CC1=NC=CC=C1)=O)C(=O)N